BrC1=C(C=C2C(=C(C(NC2=C1F)(O)Cl)C#N)N1CCN(CC1)C(=O)[O-])Cl 4-(7-bromo-2,6-dichloro-3-cyano-8-fluoro-2-hydroxyquinoline-4-yl)piperazine-1-carboxylate